4-[2-[(2,4-dimethoxyphenyl)methylamino]-8-(3-methoxyphenyl)-7-oxo-pyrido[2,3-d]pyrimidin-6-yl]-8-methyl-2,3-dihydroquinoxaline-1-carboxylic acid benzyl ester C(C1=CC=CC=C1)OC(=O)N1CCN(C2=CC=CC(=C12)C)C1=CC2=C(N=C(N=C2)NCC2=C(C=C(C=C2)OC)OC)N(C1=O)C1=CC(=CC=C1)OC